C(CCCCCCCCCCCCCCCCCCCCC)(=O)[O-].[Zn+2].C(CCCCCCCCCCCCCCCCCCCCC)(=O)[O-] Zinc behenate